O[C@]1(CN2[C@H](CO1)CN(CC2)C(=O)C2=C(C(=CC=C2)C=2C(=NNC2)F)Cl)C=2C=NC(=CC2)C(F)(F)F [(3R,9aS)-3-hydroxy-3-[6-(trifluoromethyl)-3-pyridyl]-1,4,6,7,9,9a-hexahydropyrazino[2,1-c][1,4]oxazin-8-yl]-[2-chloro-3-(3-fluoro-1H-pyrazol-4-yl)phenyl]methanone